rac-methyl (R,Z)-2-(1-hydroxycyclooct-4-en-1-yl)acetate O[C@]1(CC\C=C/CCC1)CC(=O)OC |r|